COC1=CC=C(C(=N1)C)N[C@H](C)C=1C=C(C=C2C(C(=C(OC12)C=1C=NC=CC1)C)=O)C 8-[(1R)-1-[(6-Methoxy-2-methyl-3-pyridyl)amino]ethyl]-3,6-dimethyl-2-(3-pyridyl)chromen-4-one